COCCC(=O)N1CCN(CC1)C=1C=C(C=NC1)NC1=CC=C(C=N1)C1=CC=C(C=C1)N1C(CCC1)=O 1-(4-(6-((5-(4-(3-methoxypropanoyl)-piperazin-1-yl)-pyridin-3-yl)amino)-pyridin-3-yl)phenyl)-pyrrolidin-2-one